5-cyclopropyl-N-(cyclopropylsulfonyl)-4-(((7-(1-(3,5-dichlorophenyl)propyl)-7-azaspiro[3.5]nonan-2-yl)methoxy)methyl)-2-fluorobenzamide C1(CC1)C=1C(=CC(=C(C(=O)NS(=O)(=O)C2CC2)C1)F)COCC1CC2(C1)CCN(CC2)C(CC)C2=CC(=CC(=C2)Cl)Cl